2,4,6-trihydroxy-benzophenone OC1=C(C(=O)C2=CC=CC=C2)C(=CC(=C1)O)O